(S)-9-(2-(3-Fluoropyridin-2-yl)ethyl)-4-isopropyl-2-methyl-1-oxa-4,9-diazaspiro[5.5]undecan FC=1C(=NC=CC1)CCN1CCC2(CN(C[C@@H](O2)C)C(C)C)CC1